C1(CCCCC1)N1[C@@H](C2=CC=C(C=C2CC1)O)C1=CC=C(C=C1)N1CCC(CC1)C=O |r| rac-(R)-1-(4-(2-cyclohexyl-6-hydroxy-1,2,3,4-tetrahydroisoquinolin-1-yl)phenyl)piperidine-4-carbaldehyde